Cl.NC\C=C(\CN1C(=NC2=C1C=CC=C2C=2C=C(C=CC2)S(=O)(=O)NC)CC)/F (Z)-3-(1-(4-amino-2-fluoro-but-2-en-1-yl)-2-ethyl-1H-benzo[d]imidazol-4-yl)-N-methylbenzenesulfonamide hydrochloride